NC1=NC(=NC(=N1)N)C(CCC)C=1N=C(NC1)C 1-(4,6-diamino-s-triazin-2-yl)butyl-2-methylimidazole